COC1=CC=C(C=C1)N1N(C(CC1)=O)C=C 1-(4-methoxyphenyl)-2-vinylpyrazolidin-3-one